ethyl-methyl-diphenylurea C(C)N(C(N(C1=CC=CC=C1)C)=O)C1=CC=CC=C1